FC(C=1C=C(C=CC1F)B(O)O)F (3-(difluoromethyl)-4-fluorophenyl)boronic acid